N-(4-amino-3,4-dioxo-1-phenylbutan-2-yl)-3-(2-chlorofuran-3-yl)-1-(difluoromethyl)-1H-pyrazole-4-carboxamide NC(C(C(CC1=CC=CC=C1)NC(=O)C=1C(=NN(C1)C(F)F)C1=C(OC=C1)Cl)=O)=O